4-((3S,5S)-3-acrylamido-5-hydroxypiperidin-1-yl)-5-fluoro-2,3-dimethyl-1H-indole-7-carboxamide C(C=C)(=O)N[C@@H]1CN(C[C@H](C1)O)C1=C2C(=C(NC2=C(C=C1F)C(=O)N)C)C